ClC1=C(N=C(C=2C(N3[C@@H](COC21)CN(CC3)C(=O)OC(C)(C)C)=O)N3C(CC2(CN(C2)C)CC3)C)C3=C(C=CC=C3)F tert-butyl (6aR)-4-chloro-1-(2,6-dimethyl-2,7-diazaspiro[3.5]nonan-7-yl)-3-(2-fluorophenyl)-12-oxo-6a,7,9,10-tetrahydro-12H-pyrazino[2,1-c]pyrido[3,4-f][1,4]oxazepine-8(6H)-carboxylate